(S)-8-(2-amino-6-((R)-2,2,2-trifluoro-1-(3-(3-methyl-1H-pyrazol-1-yl)-3'-(trifluoromethoxy)-[1,1'-biphenyl]-4-yl)ethoxy)pyrimidin-4-yl)-2,8-diazaspiro[4.5]decane-3-carboxylic acid NC1=NC(=CC(=N1)N1CCC2(C[C@H](NC2)C(=O)O)CC1)O[C@@H](C(F)(F)F)C1=C(C=C(C=C1)C1=CC(=CC=C1)OC(F)(F)F)N1N=C(C=C1)C